CN1C=NC2=CC=C(C(=C2C1=O)C)OC=1C(=C(C=C(C1)C)N(S(=O)(=O)CCC)S(=O)(=O)CCC)F N-(3-((3,5-dimethyl-4-oxo-3,4-dihydroquinazolin-6-yl)oxy)-2-fluoro-5-methylphenyl)-N-(propylsulfonyl)propane-1-sulfonamide